[C@H]12OC[C@H](N(C1)C1=CC=C3C(=NN=C(C3=C1)N[C@H](C)C1=C(C(=CC=C1)C(F)F)F)C)C2 7-((1R,4R)-2-oxa-5-azabicyclo[2.2.1]heptan-5-yl)-N-((R)-1-(3-(difluoromethyl)-2-fluorophenyl)ethyl)-4-methylphthalazin-1-amine